N1=CC=NC2=CC(=CC=C12)C1=NC(=NC=C1F)NC1=NC=C(C=C1)CN1CCN(CC1)S(=O)(=O)C 4-(quinoxalin-6-yl)-5-fluoro-N-(5-((4-(methylsulfonyl)piperazin-1-yl)methyl)pyridin-2-yl)pyrimidin-2-amine